N-(2-(dimethylamino)ethyl)-2-methylpropanamide CN(CCNC(C(C)C)=O)C